N-[2-(4,4-difluoro-1-piperidyl)-6-(7,8-dihydro-5H-1,6-naphthyridin-6-yl)-4-methyl-3-pyridyl]-3-methyl-furan-2-carboxamide FC1(CCN(CC1)C1=NC(=CC(=C1NC(=O)C=1OC=CC1C)C)N1CC=2C=CC=NC2CC1)F